7-amino-N-{2-[3-amino-4-(2-methoxypropoxy)pyrrolidin-1-yl]-4-fluoro-5,6,7,8-tetrahydroquinolin-6-yl}-3-methylthieno[2,3-b]pyrazine-6-carboxamide NC1=C(SC2=NC(=CN=C21)C)C(=O)NC2CC=1C(=CC(=NC1CC2)N2CC(C(C2)OCC(C)OC)N)F